(S)-4-(4-(tert-butoxycarbonyl)-3-(cyanomethyl)piperazin-1-yl)-2-hydroxy-5,8-dihydro-1,7-Naphthyridine C(C)(C)(C)OC(=O)N1[C@H](CN(CC1)C1=CC(=NC=2CN=CCC12)O)CC#N